4-(benzofuran-2-yl)-6-chloro-1,3,5-triazine O1C(=CC2=C1C=CC=C2)C2=NC=NC(=N2)Cl